C(#N)C=1C=C(C=NC1)C=1C=C2C(=C(C=NC2=CC1)C#N)NC(C)C1=CC=CC=C1 6-(5-cyano-3-pyridyl)-4-(1-phenylethylamino)quinoline-3-carbonitrile